OC=1C=C2C=3C4=C(C(OC3C1O)=O)C=C(C(=C4OC2=O)O)O 2,3,7,8-Tetrahydroxy-chromeno[5,4,3-cde]chromene-5,10-dione